(±)-4-{[(1R*,2R*)-2-hydroxy-2-methylcyclopentyl]amino}-2-(methylsulfanyl)-pyrimidine-5-carbaldehyde O[C@]1([C@@H](CCC1)NC1=NC(=NC=C1C=O)SC)C |r|